[B].C1(=CC=CC=C1)C=1SC=CC1 phenyl-thiophene boron